N-(7-methyl-2-(3-(trifluoromethyl)phenyl)thieno[3,2-d]pyrimidin-4-yl)-5-nitrothiophene-2-carboxamide CC1=CSC2=C1N=C(N=C2NC(=O)C=2SC(=CC2)[N+](=O)[O-])C2=CC(=CC=C2)C(F)(F)F